(2S,3S)-2,3-bis[(2-methylbenzoyl)oxy]butanedioic acid CC1=C(C(=O)O[C@H](C(=O)O)[C@@H](C(=O)O)OC(C2=C(C=CC=C2)C)=O)C=CC=C1